(R)-5-(7-(4-(2-(2-aminopyridin-3-yl)-5-phenyl-3H-imidazo[4,5-b]pyridin-3-yl)benzyl)-2,7-diazaspiro[4.4]nonane-2-carbonyl)-2-hydroxybenzaldehyde NC1=NC=CC=C1C1=NC=2C(=NC(=CC2)C2=CC=CC=C2)N1C1=CC=C(CN2C[C@]3(CCN(C3)C(=O)C=3C=CC(=C(C=O)C3)O)CC2)C=C1